2-((2-((cyanomethyl)(2-(4-(2-(2-oxoimidazolidin-1-yl)ethyl)piperazin-1-yl)ethyl)amino)ethyl)amino)acetonitrile C(#N)CN(CCNCC#N)CCN1CCN(CC1)CCN1C(NCC1)=O